2,3'-bipyridine N1=C(C=CC=C1)C=1C=NC=CC1